1-methylhexahydropyridin-3-ol CN1CC(CCC1)O